4-(5-fluoro-3,4-dihydroisoquinolin-2(1H)-yl)piperidine-1-carboxylic acid tert-butyl ester C(C)(C)(C)OC(=O)N1CCC(CC1)N1CC2=CC=CC(=C2CC1)F